(1S)-1-[3-(4-chloro-3-fluoro-phenyl)-1,2,4-oxadiazol-5-yl]ethanamine ClC1=C(C=C(C=C1)C1=NOC(=N1)[C@H](C)N)F